(5-chlorobenzofuran-2-yl)-5-(piperidin-4-yl)-1,3,4-oxadiazole ClC=1C=CC2=C(C=C(O2)C=2OC(=NN2)C2CCNCC2)C1